C1CCC(CC1)CC[Si](OCC)(OCC)OCC 4-cyclohexylethyltriethoxysilane